O5-[4-[3-methyl-4-[4-[5-oxo-5-(2-prop-2-enoyloxyethoxy)pentanoyl] oxybenzoyl]oxy-phenoxy]carbonylphenyl] O1-(2-prop-2-enoyloxyethyl) pentanedioate C(CCCC(=O)OC1=CC=C(C=C1)C(=O)OC1=CC(=C(C=C1)OC(C1=CC=C(C=C1)OC(CCCC(OCCOC(C=C)=O)=O)=O)=O)C)(=O)OCCOC(C=C)=O